FC(C=1N=COC1C(=O)N1[C@H](C2=C(CC1)NC=N2)C2=NN1C(C=CC=C1)=C2C)F (R)-(4-(difluoromethyl)oxazol-5-yl)(4-(3-methylpyrazolo[1,5-a]pyridin-2-yl)-6,7-dihydro-1H-imidazo[4,5-c]pyridin-5(4H)-yl)methanone